N-((1r,4r)-4-((3-(2-chloro-4-phenoxybenzoyl)-1H-pyrrolo[2,3-b]pyridin-4-yl)amino)cyclohexyl)acetamide ClC1=C(C(=O)C2=CNC3=NC=CC(=C32)NC3CCC(CC3)NC(C)=O)C=CC(=C1)OC1=CC=CC=C1